OC=1C=C2CC[C@@H]([C@@H](C2=CC1)C1=C(C=C(C=C1)N1CCC(CC1)C=O)C)C1=CC=CC=C1 1-(4-((1R,2S)-6-hydroxy-2-phenyl-1,2,3,4-tetrahydronaphthalen-1-yl)-3-methylphenyl)piperidine-4-carbaldehyde